O1C(=CC=C1)C=1C=CC(=C(C1)NC1=NC=NC2=CC(=C(C=C12)OC1CCN(CC1)C(C=C)=O)OC)OC1CN(CC1)C 1-(4-((4-((5-(furan-2-yl)-2-((1-methylpyrrolidin-3-yl)oxy)phenyl)amino)-7-methoxyquinazolin-6-yl)oxy)piperidin-1-yl)prop-2-en-1-one